4,6,8,10-tetrasilatridecane CCC[SiH2]C[SiH2]C[SiH2]C[SiH2]CCC